N-(tert-butyl)-3-((2-((4-(4-(4-(2,6-dioxopiperidin-3-yl)benzyl)piperazin-1-yl)phenyl)amino)-5-methylpyrimidin-4-yl)amino)benzenesulfonamide C(C)(C)(C)NS(=O)(=O)C1=CC(=CC=C1)NC1=NC(=NC=C1C)NC1=CC=C(C=C1)N1CCN(CC1)CC1=CC=C(C=C1)C1C(NC(CC1)=O)=O